N-(4-(4-amino-7-(5-chloropyridin-2-yl)-3-(3-fluoro-4-((4-methylpyrimidin-2-yl)oxy)phenyl)thieno[3,2-c]pyridin-2-yl)-3-methylphenyl)methacrylamide NC1=NC=C(C2=C1C(=C(S2)C2=C(C=C(C=C2)NC(C(=C)C)=O)C)C2=CC(=C(C=C2)OC2=NC=CC(=N2)C)F)C2=NC=C(C=C2)Cl